1,3,5-tris(m-pyridin-3-yl-phenyl)benzene 4,5,6,7-tetrahydropyrazolo[1,5-a]pyrimidin-6-yl-4-methylbenzenesulfonate N1=CC=C2N1CC(CN2)OS(=O)(=O)C2=CC=C(C=C2)C.N2=CC(=CC=C2)C=2C=C(C=CC2)C2=CC(=CC(=C2)C2=CC(=CC=C2)C=2C=NC=CC2)C2=CC(=CC=C2)C=2C=NC=CC2